1-[4-(5-chloro-2-methyl-phenyl)piperazin-1-yl]-4-cyclohexyl-butane-1,4-dione ClC=1C=CC(=C(C1)N1CCN(CC1)C(CCC(=O)C1CCCCC1)=O)C